NC1=NN(C(=C1C)C1=NC(=NC=C1)N1CCN(CC1)C(=O)N1N=CC[C@H]1C1=CC(=CC(=C1)F)F)C (S)-(4-(4-(3-amino-1,4-dimethyl-1H-pyrazol-5-yl)pyrimidin-2-yl)piperazin-1-yl)(5-(3,5-difluorophenyl)-4,5-dihydro-1H-pyrazol-1-yl)methanone